(trifluoromethyl)thiazol-4-amine FC(F)(F)C=1SC=C(N1)N